CN(/C=C/C(=O)C1CCC(N(C1)C)=O)C (E)-5-(3-(dimethylamino)acryloyl)-1-methylpiperidin-2-one